N-(3-{5-[(1-cyclopropanecarbonyl-4-hydroxypiperidin-4-yl)methyl]-4-oxo-1H,4H,5H-pyrazolo[3,4-d]pyrimidin-1-yl}phenyl)-2-(morpholin-4-yl)acetamide C1(CC1)C(=O)N1CCC(CC1)(O)CN1C=NC2=C(C1=O)C=NN2C=2C=C(C=CC2)NC(CN2CCOCC2)=O